NC(=O)N.F[B-](F)(F)F tetrafluoroborate-urea